CC1=C(C=NC=C1[N+](=O)[O-])B(O)O 4-methyl-5-nitropyridin-3-ylboronic acid